N-ethylpentanamine C(C)NCCCCC